COC1=CC=C(CN2N=C(C=N2)C2=CC=3CC4=CC(=CC=C4C3C=C2)C2=NN(N=C2)CC2=CC=C(C=C2)OC)C=C1 2-(4-methoxybenzyl)-5-(7-(2-(4-methoxybenzyl)-2H-1,2,3-triazol-4-yl)-9H-fluoren-2-yl)-2H-1,2,3-triazole